(1R,2R,5R)-2-(((benzyloxy)carbonyl)amino)-8-azabicyclo[3.2.1]Octane C(C1=CC=CC=C1)OC(=O)N[C@H]1[C@H]2CC[C@H](CC1)N2